NC1=C2C(=NC=N1)N(N=C2I)CC=2C=C1CCN(CC1=CC2)C(=O)OCCCC butyl 6-((4-amino-3-iodo-1H-pyrazolo[3,4-d]pyrimidin-1-yl) methyl)-3,4-dihydroisoquinoline-2(1H)-carboxylate